C(C)(C)(C)OC(=O)N1CC2(C1)CC(C2)CC(=O)OC 6-(2-methoxy-2-oxoethyl)-2-azaspiro[3.3]heptane-2-carboxylic acid tert-butyl ester